FC1=CC=C(C=C1)N1C=C2C(=C(C1=O)C(=O)N)OCC2 5-(4-fluorophenyl)-6-oxo-2,3,5,6-tetrahydrofuro[3,2-c]pyridine-7-carboxamide